6-Bromo-7-chloro-8-fluoroquinazoline-2,4(1H,3H)-dione BrC=1C=C2C(NC(NC2=C(C1Cl)F)=O)=O